spiro[1-benzofuran-2,4-piperidin]-3-one N1CCC2(CC1)OC1=C(C2=O)C=CC=C1